C(C(O)C)(=O)[O-].[Cr+2].C(C(O)C)(=O)[O-] chromium(II) lactate